C(C=C)(=O)O.C(C=C)(=O)O.C(C=C)(=O)O.C(C=C)(=O)O.C(O)C(CO)(CO)CO Tetramethylolmethan Tetraacrylat